Ethyl-1-methylcyclopropanecarboxylat C(C)OC(=O)C1(CC1)C